((3S,4S)-3-hydroxypiperidin-4-yl)carbamic acid tert-butyl ester C(C)(C)(C)OC(N[C@@H]1[C@H](CNCC1)O)=O